C(C(=O)C)(=O)C1=CC=CC=C1 Pyruvophenone